1'-{2-[(2R,5R)-5-Methyl-2-[(4-methyl-1H-pyrazol-1-yl)methyl]piperazin-1-yl]acetyl}-1,1',2',3-tetrahydrospiro[indene-2,3'-indole]-6'-carbonitrile C[C@H]1NC[C@@H](N(C1)CC(=O)N1CC2(C3=CC=C(C=C13)C#N)CC1=CC=CC=C1C2)CN2N=CC(=C2)C